[N+](=[N-])=CC(CC[C@@H](C(=O)OC(C)C)NC([C@H](CC1=CNC2=C(C=CC=C12)F)OCC)=O)=O isopropyl (S)-6-diazo-2-((S)-2-ethoxy-3-(7-fluoro-1H-indol-3-yl)propanamido)-5-oxohexanoate